FC=1C=C(C=C(C1F)F)S(=O)(=O)Cl 3,4,5-Trifluorobenzenesulfonyl chloride